4-[(E)-2-(3,5-Dimethoxyphenyl)ethen-1-yl]phenol COC=1C=C(C=C(C1)OC)/C=C/C1=CC=C(C=C1)O